4-Ethyl-7-methoxy-8-(1,2,3,4-tetrahydroquinolin-1-carbonyl)-2H-chromen-2-one C(C)C1=CC(OC2=C(C(=CC=C12)OC)C(=O)N1CCCC2=CC=CC=C12)=O